1-(6,6-Difluoro-spiro[3.3]hept-2-yl)-3-(3-trifluoromethyl-benzyl)-urea FC1(CC2(CC(C2)NC(=O)NCC2=CC(=CC=C2)C(F)(F)F)C1)F